4,4-bis(ethoxycarbonyl)cyclopentene C(C)OC(=O)C1(CC=CC1)C(=O)OCC